2-(1-phenyl-5-(trifluoromethyl)-1H-pyrazol-4-yl)acetic acid C1(=CC=CC=C1)N1N=CC(=C1C(F)(F)F)CC(=O)O